6-(4-(3-chloro-4-fluorophenyl)-1-(2-fluoro-ethyl)-1H-imidazol-5-yl)imidazo[1,2-b]pyridazine-3-carbonitrile ClC=1C=C(C=CC1F)C=1N=CN(C1C=1C=CC=2N(N1)C(=CN2)C#N)CCF